O1C(CCC1)C(=O)N oxolan-2-carboxamid